C(CCCCCCCCCCC)CN([O-])C.CC(CCCCCCCCCCC)([NH2]=O)C.[Si](C)(C)(C(C)(C)C)OCC=1C(=C(C=CC1)C=1C=C(C(=NC1)N1CC(C1)OC)F)F 5-(3-{[(tert-butyldimethylsilyl)oxy]methyl}-2-fluorophenyl)-3-fluoro-2-(3-methoxyazetidin-1-yl)pyridine dimethyldodecan1-aminoxide (Lauryl-dimethylaminoxide)